2-methoxy-5-methyl-4-((3s,5r)-3,4,5-trimethylpiperazin-1-yl)aniline COC1=C(N)C=C(C(=C1)N1C[C@@H](N([C@@H](C1)C)C)C)C